6-ethyl-1,2-dimethyl-4-Oxo-1,4-dihydroquinoline-3-carboxamide C(C)C=1C=C2C(C(=C(N(C2=CC1)C)C)C(=O)N)=O